(R)-4-cyclopropyl-N-((S)-2-(dimethylamino)-3-(4-hydroxyphenyl)propyl)-3-(pyridin-3-yl)butanamide C1(CC1)C[C@H](CC(=O)NC[C@H](CC1=CC=C(C=C1)O)N(C)C)C=1C=NC=CC1